FC1(CC2(C(NC=3C2=NC(=CC3)C)=O)C1)F 3,3-difluoro-5'-methyl-spiro(cyclobutane-1,3'-pyrrolo[3,2-b]pyridine)-2'(1'H)-one